(8S,11R,13S,14S,17R)-17-acetyl-13-methyl-11-(4-(methylamino) phenyl)-3-oxo-2,3,6,7,8,11,12,13,14,15,16,17-dodecahydro-1H-cyclopenta[a]phenanthren-17-yl acetate C(C)(=O)O[C@@]1(CC[C@H]2[C@@H]3CCC4=CC(CCC4=C3[C@H](C[C@]12C)C1=CC=C(C=C1)NC)=O)C(C)=O